N-[2-(2,5-dichlorothiophen-3-yl)ethyl]acetamide ClC=1SC(=CC1CCNC(C)=O)Cl